COC1=CC=C(C=C1)C2=COC3=CC(=CC(=C3C2=O)O)O[C@H]4[C@@H]([C@H]([C@@H]([C@H](O4)COC(=O)CC(=O)[O-])O)O)O The molecule is conjugate base of biochanin A 7-O-(6-O-malonyl-beta-D-glucoside). It is a 3-oxo monocarboxylic acid anion and a flavonoid oxoanion. It is a conjugate base of a biochanin A 7-O-(6-O-malonyl-beta-D-glucoside). It is a conjugate acid of a biochanin A 7-O-beta-D-glucoside 6''-O-malonate(2-).